CO[Si](CCC1C(=O)OC(C1)=O)(OC)OC 2-(trimethoxysilyl)ethyl-succinic anhydride